FC=1C(=CC2=C(CCN3C(C=4N([C@@H]2C3)C=C(C(C4O)=O)C(=O)NCC4=C(C=C(C=C4F)F)F)=O)C1)F |r| (13S)- and (13R)-10,11-difluoro-4-hydroxy-3,5-dioxo-N-(2,4,6-trifluorobenzyl)-3,5,8,13-tetrahydro-7H-6,13-methanobenzo[g]pyrido[1,2-a][1,4]diazonine-2-carboxamide